BrC1=CC=C(C=2C=C(OC21)Cl)CBr 7-bromo-4-(bromomethyl)-2-chlorobenzofuran